tert-Butyl 3-(nonylamino)propanoate C(CCCCCCCC)NCCC(=O)OC(C)(C)C